FC1=C(C=C(C(=C1)F)CC=O)CC(=O)O 2-[2,4-difluoro-5-(2-oxoethyl)phenyl]acetic acid